ethyl 2-(2-((7-bromo-1-methyl-1H-indol-5-yl)methoxy)phenyl)acetate BrC=1C=C(C=C2C=CN(C12)C)COC1=C(C=CC=C1)CC(=O)OCC